O=C1N(C(CC1)=O)[C@H]1CNCCC1 (R)-3-(2,5-dioxopyrrolidin-1-yl)piperidin